CC(CC(=O)O[C@@H]1[C@H](O[C@@]([C@@H]1O)(C#N)C1=CC=C2C(=NC=NN21)N)COC(CC2=CC=CC=C2)=O)C (2R,3S,4R,5R)-5-(4-aminopyrrolo[2,1-f][1,2,4]triazin-7-yl)-5-cyano-4-hydroxy-2-((2-phenylacetoxy)methyl)tetrahydrofuran-3-yl 3-methylbutanoate